1-(2-bromo-3,6-difluorophenyl)ethanone BrC1=C(C(=CC=C1F)F)C(C)=O